1-(2,6-dichlorophenyl)-4-((6-(5-methyl-[1,2,4]triazolo[4,3-a]pyrazin-3-yl)pyridin-3-yl)amino)-1H-pyrazole-3-carboxamide ClC1=C(C(=CC=C1)Cl)N1N=C(C(=C1)NC=1C=NC(=CC1)C1=NN=C2N1C(=CN=C2)C)C(=O)N